C1CCC2=C(C=3CCCC3C=C12)NC(=O)NS(=O)(=O)C1=CC2=C(O1)[C@@H]1CC[C@H]([C@]2(C)O)C1 (4S,5S,8R)-N-((1,2,3,5,6,7-hexahydro-s-indacen-4-yl)carbamoyl)-4-hydroxy-4-methyl-5,6,7,8-tetrahydro-4H-5,8-methanocyclohepta[b]furan-2-sulfonamide